ClCC1=C(N=C(S1)NC1=NC=CC(=C1)C(F)(F)F)C1=NC=CC=C1 5-(chloromethyl)-4-(pyridin-2-yl)-N-(4-(trifluoromethyl)pyridin-2-yl)thiazol-2-amine